BrC=1C=NC(=C(C=O)C1)NC 5-BROMO-2-(METHYLAMINO)NICOTINALDEHYDE